(7R,14R)-1-(difluoromethoxy)-6-(methyl-d3)-11-((1-methylpiperidin-3-yl)ethynyl)-6,7-dihydro-7,14-methanobenzo[f]benzo[4,5]imidazo[1,2-a][1,4]diazocin-5(14H)-one FC(OC1=CC=CC=2C(N([C@H]3C=4N([C@@H](C21)C3)C3=C(N4)C=CC(=C3)C#CC3CN(CCC3)C)C([2H])([2H])[2H])=O)F